ClC1=CC(=C(S1)C1=CC=C(C(=N1)C)O[C@@H]1C[C@H](CCC1)C(=O)O)COC(N(CCC)C)=O (1S,3S)-3-((6-(5-chloro-3-(((methyl(propyl)carbamoyl)oxy)methyl)thiophen-2-yl)-2-methylpyridin-3-yl)oxy)cyclohexane-1-carboxylic acid